2-chloro-4-(dibenzo[b,d]thiophen-2-yl)-6-phenylpyrimidine ClC1=NC(=CC(=N1)C1=CC2=C(SC3=C2C=CC=C3)C=C1)C1=CC=CC=C1